magnesium titanium silicate [Si]([O-])([O-])([O-])[O-].[Ti+4].[Mg+2]